C1(CCCC1)S(=O)(=O)C=1C=C(C=CC1)NC(C1=C(N=C(C=C1)NC(CO)(C)C)N1CCC2(CC2)CC1)=O N-(3-(cyclopentylsulfonyl)phenyl)-6-((1-hydroxy-2-methylpropan-2-yl)amino)-2-(6-azaspiro[2.5]octan-6-yl)nicotinamide